N-[6-(5-chloro-1,3-benzoxazol-2-yl)spiro[3.3]heptan-2-yl]-2-cyclopropylsulfonyl-pyridine-4-carboxamide ClC=1C=CC2=C(N=C(O2)C2CC3(CC(C3)NC(=O)C3=CC(=NC=C3)S(=O)(=O)C3CC3)C2)C1